ClC1=C(C=C(C=C1NC1=NC=2N(C(=N1)N(CC1=CC=C(C=C1)OC)C1CC1)N=CC2C#N)C#N)N2C[C@H](N([C@@H](C2)C)C(=O)OC(C)(C)C)C tert-butyl (2R,6R)-4-(2-chloro-5-cyano-3-((8-cyano-4-(cyclopropyl(4-methoxybenzyl)amino)pyrazolo[1,5-a][1,3,5]triazin-2-yl)amino)phenyl)-2,6-dimethylpiperazine-1-carboxylate